3-(methoxymethyl)-9-(trifluoromethyl)-2,3-dihydro-5H-[1,4]thiazino[2,3,4-ij]quinazolin-5-one, formate salt C(=O)O.COCC1CSC=2C=C(C=C3C=NC(N1C23)=O)C(F)(F)F